FC1(C(=O)OC(C1)=O)F 2,2-difluorosuccinic anhydride